2-(2-(3,4-dimethoxyphenyl)ethenyl)-4,6-bis(trichloromethyl)-s-triazine COC=1C=C(C=CC1OC)C=CC1=NC(=NC(=N1)C(Cl)(Cl)Cl)C(Cl)(Cl)Cl